FC1(CCN(CC1)C=1C=CC(=NC1)N)F 5-(4,4-difluoro-piperidin-1-yl)pyridin-2-amine